5-chloro-N-phenyl-[1,2,4]triazolo[4,3-a]pyridin-3-amine ClC1=CC=CC=2N1C(=NN2)NC2=CC=CC=C2